FC=1C=C(C=NC1)[C@H](CNC(C)(C)C1CCC(CC1)OC)O (R)-1-(5-Fluoropyridin-3-yl)-2-((2-((1r,4R)-4-methoxycyclohexyl)propan-2-yl)amino)ethan-1-ol